2-(Ethoxycarbonyl)ethyl-triphenylphosphine bromide [Br-].C(C)OC(=O)CCC1=C(C=CC=C1)P(C1=CC=CC=C1)C1=CC=CC=C1